6-ethoxy-2-fluoropyrazolo[1,5-a]pyridin C(C)OC=1C=CC=2N(C1)N=C(C2)F